bis-(4-amino-3-ethyl-cyclohexyl)methane NC1C(CC(CC1)CC1CC(C(CC1)N)CC)CC